FC(OC1=CC=C(C=C1)[S@](=O)(N)=NC(NC1=C2CCCC2=CC=2CCCC12)=O)F |o1:9| (S) or (R)-4-(difluoromethoxy)-N'-((1,2,3,5,6,7-hexahydro-s-indacen-4-yl)carbamoyl)benzenesulfonimidamide